The molecule is an acyl-CoA(4-) arising from deprotonation of phosphate and diphosphate functions of lauroyl-CoA; major species at pH 7.3. It has a role as a human metabolite and a Saccharomyces cerevisiae metabolite. It is a saturated fatty acyl-CoA(4-) and a medium-chain fatty acyl-CoA(4-). It is a conjugate base of a lauroyl-CoA. CCCCCCCCCCCC(=O)SCCNC(=O)CCNC(=O)[C@@H](C(C)(C)COP(=O)([O-])OP(=O)([O-])OC[C@@H]1[C@H]([C@H]([C@@H](O1)N2C=NC3=C(N=CN=C32)N)O)OP(=O)([O-])[O-])O